B(O)(O)O.CC(C)(CC(C)O)O 2-methyl-2,4-pentanediol borate